tris(trimethylsilyloxy)-phenoxyphenylsilane C[Si](OC1=C(C(=C(C=C1)[SiH2]OC1=CC=CC=C1)O[Si](C)(C)C)O[Si](C)(C)C)(C)C